1,6-Diethyl 2,2,5,5-tetramethylhexanedioate CC(C(=O)OCC)(CCC(C(=O)OCC)(C)C)C